2-(Cyclopentyloxy)-3,4,5,6-tetrafluoro-N-(3-fluoro-4-methoxyphenyl)-N-(prop-2-yn-1-yl)benzenesulfonamide C1(CCCC1)OC1=C(C(=C(C(=C1F)F)F)F)S(=O)(=O)N(CC#C)C1=CC(=C(C=C1)OC)F